N1,N6-bis(2-hydroxyethyl)-N1,N6-dimethyl-adipamide OCCN(C(CCCCC(=O)N(C)CCO)=O)C